FC=1C=C(C=C(C1)N1CCSCC1)[C@@H]1N(OCC1)C1=CC(=NC=N1)NC=1C(=CC(=C(C1)NC(C=C)=O)N1CCN(CC1)C)OC (R)-N-(5-((6-(3-(3-fluoro-5-thio-morpholinophenyl)isoxazolidin-2-yl)pyrimidin-4-yl)-amino)-4-methoxy-2-(4-methylpiperazin-1-yl)phenyl)-acrylamide